phenyl (2-fluoro-4-methyl-5-(trifluoromethyl)phenyl)carbamate FC1=C(C=C(C(=C1)C)C(F)(F)F)NC(OC1=CC=CC=C1)=O